FC=1C=C(C=CC1C[C@@H]1C(CCC1)=O)[C@@H](C(=O)O)C (S)-2-(3-fluoro-4-(((R)-2-oxo-cyclopentyl)methyl)phenyl)propionic acid